racemic-2-(2,5-dimethyl-1H-pyrrol-1-yl)-7-(3-fluoro-6-(1-(1-(4-fluorophenyl)-2-methylpropyl)-1H-pyrazol-4-yl)pyridin-2-yl)-[1,2,4]triazolo[1,5-a]pyridine CC=1N(C(=CC1)C)C1=NN2C(C=C(C=C2)C2=NC(=CC=C2F)C=2C=NN(C2)[C@H](C(C)C)C2=CC=C(C=C2)F)=N1 |r|